bis[2-hydroxy-5-(carboxyethyl)benzyl]ethyleneimine OC1=C(CC=CCC2=C(C=CC(=C2)CCC(O)=N)O)C=C(C=C1)CCC(=O)O